2,2,4,4-tetramethyl-pentane-1,3-diol CC(CO)(C(C(C)(C)C)O)C